ClC1=NN(C=C1C1=C(C(=CC(=C1)F)F)C=1N=C2N(C=CC(=C2)C(=O)OC)C1)COCC[Si](C)(C)C methyl 2-(2-(3-chloro-1-((2-(trimethylsilyl)ethoxy)methyl)-1H-pyrazol-4-yl)-4,6-difluorophenyl)imidazo[1,2-a]pyridine-7-carboxylate